2-{8-[(2,5-difluoro-4-methylphenyl)methyl]-3-methoxyimidazo[1,2-a]pyrazin-6-yl}-5-methylpyrimidin-4-ol FC1=C(C=C(C(=C1)C)F)CC=1C=2N(C=C(N1)C1=NC=C(C(=N1)O)C)C(=CN2)OC